COCCN(CCC(=O)OC)CCC(=O)OC N-(2-methoxyethyl)bis[2-(methoxycarbonyl)ethyl]amine